FC1(C(F)(F)O1)C(F)(F)F perfluoromethylethylene Ether